1-(2-fluorobenzyl)-3-cyano-1,4-dihydropyridine FC1=C(CN2C=C(CC=C2)C#N)C=CC=C1